2-(2-pyridinyl)benzimidazole N1=C(C=CC=C1)C=1NC2=C(N1)C=CC=C2